3-(5-((2-((2-(((1s,3s)-adamantan-1-yl)amino)ethyl)amino)ethyl)amino)-2-methyl-4-oxoquinazolin-3(4H)-yl)piperidine-2,6-dione C12(CC3CC(CC(C1)C3)C2)NCCNCCNC2=C3C(N(C(=NC3=CC=C2)C)C2C(NC(CC2)=O)=O)=O